(trifluoromethyl)pyridine-4-carboxylic acid methyl ester COC(=O)C1=CC(=NC=C1)C(F)(F)F